The molecule is a 1-phosphatidyl-1D-myo-inositol 3,4-bisphosphate in which the phosphatidyl acyl groups at positions 1 and 2 are both specified as octanoyl. It is a 1-phosphatidyl-1D-myo-inositol 3,4-bisphosphate and an octanoate ester. It is a conjugate acid of a 1,2-dioctanoyl-sn-glycero-3-phospho-(1D-myo-inositol-3,4-bisphosphate)(5-). CCCCCCCC(=O)OC[C@H](COP(=O)(O)O[C@H]1[C@@H]([C@H]([C@@H]([C@H]([C@H]1O)OP(=O)(O)O)OP(=O)(O)O)O)O)OC(=O)CCCCCCC